C(C)(C)OC(C1=CC(=CC(=C1)N)N)=O 3,5-diaminobenzoic acid isopropyl ester